The molecule is an L-alpha-amino acid anion that is the conjugate base of O(4')-sulfo-L-tyrosine; major species ar pH 7.3. It has a role as a human metabolite. It is a conjugate base of an O(4')-sulfo-L-tyrosine. C1=CC(=CC=C1C[C@@H](C(=O)[O-])[NH3+])OS(=O)(=O)[O-]